NC1=C(C=C(C=C1)N1CCOCC1)NC[C@@H](CCCOC1=C(C=NN1C)C1=CC(=CN(C1=O)C)C(=O)OC)C methyl (R)-5-(5-((5-((2-amino-5-morpholinophenyl) amino)-4-methylpentyl) oxy)-1-methyl-1H-pyrazol-4-yl)-1-methyl-6-oxo-1,6-dihydropyridine-3-carboxylate